(Fluoro)(methoxy)sulfobenzoic anhydride FC1=C(C(=C(C(=O)OC(C2=C(C(=C(C=C2)F)OC)S(=O)(=O)O)=O)C=C1)S(=O)(=O)O)OC